S(=O)(=O)(O)O.OC(C)C1=NC=CN1C 1-hydroxyethyl-3-methylimidazole hydrogensulfate salt